N1N=NC(=C1)C1CN(CC1)C1=NN=C(O1)C=1C=NC(=NC1)NC1CC2=CC=C(C=C2C1)F 5-(5-(3-(1H-1,2,3-triazol-4-yl)pyrrolidin-1-yl)-1,3,4-oxadiazol-2-yl)-N-(5-fluoro-2,3-dihydro-1H-inden-2-yl)pyrimidin-2-amine